nonacen-3-ol C1=CC(=CC2=CC3=CC4=CC5=CC6=CC7=CC8=CC9=CC=CC=C9C=C8C=C7C=C6C=C5C=C4C=C3C=C12)O